6-Butyl-1-{2-[(2R,5R)-2-{[(3R,5R)-3,5-dimethylmorpholin-4-yl]methyl}-5-methylpiperazin-1-yl]acetyl}-3,3,4-trimethyl-1H,2H,3H,4H,5H-pyrrolo[3,2-b]pyridin-5-one dihydrochloride Cl.Cl.C(CCC)C1=CC2=C(N(C1=O)C)C(CN2C(CN2[C@H](CN[C@@H](C2)C)CN2[C@@H](COC[C@H]2C)C)=O)(C)C